(R)-4-(7-(3-chlorophenyl)-5-(pyrrolidin-1-yl)-7H-pyrrolo[2,3-d]pyrimidin-4-yl)-2-methylpiperazine-1-carboxylic acid tert-butyl ester C(C)(C)(C)OC(=O)N1[C@@H](CN(CC1)C=1C2=C(N=CN1)N(C=C2N2CCCC2)C2=CC(=CC=C2)Cl)C